ClC=1C=C(C=CC1)N1C(=NN=C1)C1C2C(C(N1C1=NC(=CC(=C1)C(F)(F)F)C)=O)CCC2 3-(4-(3-chlorophenyl)-4H-1,2,4-triazol-3-yl)-2-(6-methyl-4-(trifluoromethyl)pyridin-2-yl)hexahydrocyclopenta[c]pyrrol-1(2H)-one